2-(R)-hydroxymethylmorpholine-N-carboxylic acid tert-butyl ester C(C)(C)(C)OC(=O)N1C[C@@H](OCC1)CO